NC1=C2N=C(N(C2=NC(=N1)F)CCCNC(C(C)(C)O)=O)CC1=CC2=C(CCO2)C=C1I N-{3-[6-Amino-2-fluoro-8-(5-iodo-2,3-dihydro-benzofuran-6-ylmethyl)-purin-9-yl]-propyl}-2-hydroxy-2-methyl-propionamide